tert-butyl 4-(4-benzyloxycarbonylpiperazin-1-yl)indoline-1-carboxylate C(C1=CC=CC=C1)OC(=O)N1CCN(CC1)C1=C2CCN(C2=CC=C1)C(=O)OC(C)(C)C